N1N=CC2=CC(=CC=C12)NC1=NC(=NC=C1)C1=CC=C2C=C(NC2=C1)C(=O)NC1CCOCC1 6-(4-((1H-indazol-5-yl)amino)-pyrimidin-2-yl)-N-(tetrahydro-2H-pyran-4-yl)-1H-indole-2-carboxamide